ethyl 2-(4-(5-(5-((3-chloro-4-fluorophenyl)carbamoyl)-1-methyl-1H-imidazol-4-yl)-2-hydroxyoctahydropentalen-2-yl)-3-(trifluoromethyl)-1H-pyrazol-1-yl)-2-methylpropanoate ClC=1C=C(C=CC1F)NC(=O)C1=C(N=CN1C)C1CC2CC(CC2C1)(O)C=1C(=NN(C1)C(C(=O)OCC)(C)C)C(F)(F)F